C[C@H]1CC[C@@H]([C@H](C1)OC(=O)Cl)C(C)C (+)-menthyl chloroformate